CC(=O)NC1=C2C(=NC=N1)N(C=N2)[C@H]3[C@@H]([C@@H]([C@H](O3)CO)O)O N6-acetyl-adenosine